2-(((tert-butoxycarbonyl)amino)methyl)-6-methoxy-1-tosyl-1H-indole-5-carboxylate C(C)(C)(C)OC(=O)NCC=1N(C2=CC(=C(C=C2C1)C(=O)[O-])OC)S(=O)(=O)C1=CC=C(C)C=C1